Octa-hydro-4,7-methano-1H-indendicarbaldehyd C1(C(CC2C3CCC(C12)C3)C=O)C=O